C1(CCCC1)NC1=NC=C(C=C1)C=1C(=NN(C1)C1=CC(=NC=C1)CCC)C N-cyclopentyl-5-(3-methyl-1-(2-propylpyridin-4-yl)-1H-pyrazol-4-yl)pyridin-2-amine